8-[(2S,5R)-4-[(4-Chlorophenyl)(4-methylphenyl)methyl]-2,5-dimethylpiperazin-1-yl]-5-methyl-6-oxo-5,6-dihydro-1,5-naphthyridin-2-carbonitril ClC1=CC=C(C=C1)C(N1C[C@@H](N(C[C@H]1C)C1=CC(N(C=2C=CC(=NC12)C#N)C)=O)C)C1=CC=C(C=C1)C